octahydro-imidazo[4,5-c]pyridine N1CNC2CNCCC21